CC(C(CC)=O)=O.[Ir] Iridium (pentanedione)